(S)-3-((1H-pyrrolo[2,3-b]pyridin-5-yl)oxy)-5-(2-(2-(2-isopropylphenyl)pyrrolidin-1-yl)-7-azaspiro[3.5]nonan-7-yl)pyridine-2-carboxylic acid methyl ester COC(=O)C1=NC=C(C=C1OC=1C=C2C(=NC1)NC=C2)N2CCC1(CC(C1)N1[C@@H](CCC1)C1=C(C=CC=C1)C(C)C)CC2